C[Si](CCOCN1C(NC(C=C1)=O)=O)(C)C 1-((2-(trimethylsilyl)ethoxy)methyl)pyrimidine-2,4(1H,3H)-dione